2-allylsulfanyl-1-(4-bromophenyl)ethan-1-one C(C=C)SCC(=O)C1=CC=C(C=C1)Br